C1OC=CC=2C1=CN1C=C3C(N=C4C=CC=CC4=C3)=C1C2 Z-pyrano[3',4':6,7]indolizino[1,2-b]quinolin